ClC=1C=C2C(=NC(=NC2=CC1)NC(=N)N)C1=CC=CC=C1 N-(6-chloro-4-phenylquinazolin-2-yl)guanidine